tert-butyl 2-(4-amino-3-methyl-phenyl)sulfanyl-7-azaspiro[3.5]nonane-7-carboxylate NC1=C(C=C(C=C1)SC1CC2(C1)CCN(CC2)C(=O)OC(C)(C)C)C